CN1C(OC2=C1C=CC(=C2)N2C[C@H]1CN(C[C@H]1C2)C(=O)[O-])=O (3aR,6aS)-2-(3-methyl-2-oxo-1,3-benzoxazol-6-yl)-1,3,3a,4,6,6a-hexahydropyrrolo[3,4-c]pyrrole-5-carboxylate